4-(3,6-di-tert-butyl-9H-carbazol-9-yl)phenylboronic acid C(C)(C)(C)C=1C=CC=2N(C3=CC=C(C=C3C2C1)C(C)(C)C)C1=CC=C(C=C1)B(O)O